1-methyl-1H-imidazole-5-carbaldehyde CN1C=NC=C1C=O